C[C@@H]1N([C@@H](C[C@]2(C1)OCCC1=CC(=CC=C12)OS(=O)(=O)C(F)(F)F)C=1N=NN(C1)C)C(C(F)(F)F)=O [(1S,2'S,6'S)-2'-methyl-6'-(1-methyltriazol-4-yl)-1'-(2,2,2-trifluoroacetyl)spiro[isochromane-1,4'-piperidine]-6-yl]trifluoromethanesulfonate